[N+](=O)([O-])C1=C(COC(=O)NC2CCCCC2)C=CC=C1 N-(2-nitrobenzyloxy)carbonyl-N-cyclohexylamine